C(C)OC(C(C=O)(F)[Na])=O (1-Ethoxy-2-fluoro-1,3-dioxopropan-2-yl)sodium (i)